CC1=CC=CC(=N1)C1=NC=CC(=N1)NC1=NC(=NC=C1)NC=1C=NC=C(C(=O)OC)C1 methyl 5-((4-((2-(6-methylpyridin-2-yl)pyrimidin-4-yl)amino)pyrimidin-2-yl)amino)nicotinate